4-fluoro-2-(5-(((1S,2R,3R,5R)-2-fluoro-1,5-dimethyl-8-azabicyclo[3.2.1]octan-3-yl)(methyl)amino)pyrazin-2-yl)-5-(1-methyl-1H-pyrazol-4-yl)phenol FC1=CC(=C(C=C1C=1C=NN(C1)C)O)C1=NC=C(N=C1)N(C)[C@H]1[C@H]([C@@]2(CC[C@](C1)(N2)C)C)F